1-{3-[4-chloro-3-(2,2-difluoroethyl)-1H-pyrrolo[2,3-b]pyridin-3-yl]phenyl}-4-[2-(piperidin-4-yl)ethyl]piperazin-2-one ClC1=C2C(=NC=C1)NCC2(CC(F)F)C=2C=C(C=CC2)N2C(CN(CC2)CCC2CCNCC2)=O